C(=C)C1C(=O)NCCCC1 Vinyl-caprolactam